phosphonium 2,4,6-triisopropyl-biphenyl C(C)(C)C1=C(C(=CC(=C1)C(C)C)C(C)C)C1=CC=CC=C1.[PH4+]